C[C@H]1CC[C@@H](N(C1)C(=O)OC(C)(C)C)C1=NNC=C1 |r| tert-Butyl rac-(2R,5S)-5-methyl-2-(1H-pyrazol-3-yl)piperidine-1-carboxylate